tert-butyl peroxybenzoate C(C1=CC=CC=C1)(=O)OOC(C)(C)C